F[B-](F)(F)F.F[B-](F)(F)F.C12CCC(CC1)CC2 Bicyclo[2.2.2]octane bis(tetrafluoroborate) salt